5-iodo-4,6-dimethoxy-pyrimidin-2-amine IC=1C(=NC(=NC1OC)N)OC